C(CCCCCCCCCCCCCCCCC)N Stearylamine